C1(=CC=CC=C1)[C@](C(=O)O)(O)C1CCCCC1 R-phenyl-Cyclohexyl-glycolic acid